C(C)OC(CCC1=C(C=C(C=C1Cl)OCOC)Br)=O.C(C1=CC=CC=C1)OCC(=O)NCC=1NC=2N(C(C1C=1C=C3C=CC=NC3=CC1)=O)N=C(C2C2=CC=CC=C2)C2=CC=CC=C2 2-(benzyloxy)-N-((7-oxo-2,3-diphenyl-6-(quinolin-6-yl)-4,7-dihydropyrazolo[1,5-a]pyrimidin-5-yl)methyl)acetamide ethyl-3-(2-bromo-6-chloro-4-(methoxymethoxy)phenyl)propanoate